C(C1=CC=CC=C1)NC([C@H](CCO)NC(OC(C)(C)C)=O)=O tert-Butyl (S)-(1-(benzylamino)-4-hydroxy-1-oxobutan-2-yl)carbamate